(E)-2-(quinolin-8-ylmethylene)hydrazine N1=CC=CC2=CC=CC(=C12)\C=N\N